COC(C1=NC(=CC=C1O)CCCCCN1CCN(CC1)C1=NC=CC=C1)=O 3-hydroxy-6-(5-(4-(pyridin-2-yl)piperazin-1-yl)pentyl)picolinic acid methyl ester